7,8-Bis(aminomethyl)-5-(piperazin-1-yl)-2,3-dihydro-1,4-benzodioxine NCC=1C=C(C2=C(OCCO2)C1CN)N1CCNCC1